O-tertiary butyl-L-serine methyl ester COC([C@@H](N)COC(C)(C)C)=O